1-propyl-4-(tritylthio)piperidine C(CC)N1CCC(CC1)SC(C1=CC=CC=C1)(C1=CC=CC=C1)C1=CC=CC=C1